NC=1C=CN2C(=CC(=C2C1)C(=O)OCC)C(C1=CC=C(C=C1)Br)=O Ethyl 7-amino-3-(4-bromobenzoyl)indolizine-1-carboxylate